O=C1OC(C2=C1C=CC(=C2)OC2=CC=C(C=C2)C(C(F)(F)F)(C(F)(F)F)C2=CC=C(OC1=CC3=C(C(OC3=O)=O)C=C1)C=C2)=O 5-[4-[2-[4-[(1,3-dioxo-2-benzofuran-5-yl)oxy]phenyl]-1,1,1,3,3,3-hexafluoropropane-2-yl]phenoxy]-2-benzofuran-1,3-dione